(S)-4-(((R)-2-methoxypropyl)(4-(5,6,7,8-tetrahydro-1,8-naphthyridin-2-yl)butyl)amino)-2-(2-(1-methylcyclopentyl)acetamido)butanoic acid CO[C@@H](CN(CC[C@@H](C(=O)O)NC(CC1(CCCC1)C)=O)CCCCC1=NC=2NCCCC2C=C1)C